C(C1=CC=CC=C1)OC(N[C@@H](C)[C@H](CCN1C(C2=CC(=C(C=C2C=C1)Br)F)=O)O[Si](C)(C)C(C)(C)C)=O ((2S,3S)-5-(6-bromo-7-fluoro-1-oxoisoquinolin-2(1H)-yl)-3-((tert-butyldimethylsilyl)oxy)pent-2-yl)carbamic acid benzyl ester